4-(aminomethyl)-6-(1-methyl-5-(5-oxo-5,6,7,8-tetrahydroindolizin-3-yl)-1H-pyrazol-4-yl)phthalazin-1(2H)-one NCC1=NNC(C2=CC=C(C=C12)C=1C=NN(C1C1=CC=C2CCCC(N12)=O)C)=O